(5-formyl-2-methoxy-phenyl)boronic acid C(=O)C=1C=CC(=C(C1)B(O)O)OC